2-(1-Ethylpyrazol-4-yl)-N-[(3S)-9-fluoro-2-oxo-5-phenyl-1,3-dihydro-1,4-benzodiazepin-3-yl]pyrazolo[1,5-a]pyrimidine-3-carboxamide C(C)N1N=CC(=C1)C1=NN2C(N=CC=C2)=C1C(=O)N[C@@H]1C(NC2=C(C(=N1)C1=CC=CC=C1)C=CC=C2F)=O